3,6-dichloro-2-(5-(2,6-difluorophenyl)-4-methyl-4H-1,2,4-triazol-3-yl)pyridine ClC=1C(=NC(=CC1)Cl)C1=NN=C(N1C)C1=C(C=CC=C1F)F